(2S,5R)-6-Hydroxy-2-(1,2-oxazolidin-2-ylcarbonyl)-1,6-diazabicyclo[3.2.1]octane-7-one ON1[C@@H]2CC[C@H](N(C1=O)C2)C(=O)N2OCCC2